F[C@@H]1[C@@H](O[C@@H]([C@H]1O)CO)N1C(NC(C=C1)=O)=O ((2R,3S,4R,5R)-3-fluoro-4-hydroxy-5-(hydroxymethyl)tetrahydrofuran-2-yl)pyrimidine-2,4(1H,3H)-dione